5-(2,3-dihydrobenzo[1,4]dioxin-6-yl)-3-(4-benzyloxyphenyl)-N-phenyl-4,5-dihydro-1h-pyrazole-1-thioamide O1CCOC2=C1C=CC(=C2)C2CC(=NN2C(NC2=CC=CC=C2)=S)C2=CC=C(C=C2)OCC2=CC=CC=C2